C(C1=CC=CC=C1)N(C1=NC(=NC=2C(CCCC12)OCCN1CC(C1)F)N1C(=CC=2C(=CC=CC12)C#N)C)CC1=C(C=C(C=C1)OC)OC 1-(4-(benzyl(2,4-dimethoxybenzyl)amino)-8-(2-(3-fluoroazetidin-1-yl)ethoxy)-5,6,7,8-tetrahydroquinazolin-2-yl)-2-methyl-indole-4-carbonitrile